ClC=1C=C(N(C1)COCC[Si](C)(C)C)C=CC(=O)NC1=NNC(=C1)C1=CN=NC=C1C 3-(4-chloro-1-((2-(trimethylsilyl)ethoxy)methyl)-1H-pyrrol-2-yl)-N-(5-(5-methylpyridazin-4-yl)-1H-pyrazol-3-yl)propenamide